(3R)-1-{4-chloro-2-[6-chloro-1-(cyclopropylmethyl)-1H-pyrrolo[2,3-b]pyridin-2-yl]-3-methylpyrazolo[1,5-a]pyridin-6-carbonyl}piperidin-3-amine ClC=1C=2N(C=C(C1)C(=O)N1C[C@@H](CCC1)N)N=C(C2C)C2=CC=1C(=NC(=CC1)Cl)N2CC2CC2